C1S(CC12CNCC2)(=O)=O 2-thia-6-azaspiro[3.4]octane-2,2-dioxide